(E)-2,2-dimethyl-4-(5-(2-(3-methylbenzylidene)hydrazinyl)-2-(pyridin-4-yl)-[1,2,4]triazolo[1,5-a]pyrimidin-7-yl)morpholine CC1(CN(CCO1)C1=CC(=NC=2N1N=C(N2)C2=CC=NC=C2)N/N=C/C2=CC(=CC=C2)C)C